COC(C1=C(C=C(C(=C1)Cl)O)O)=O 5-chloro-2,4-dihydroxybenzoic acid methyl ester